11,13-dichlorophenanthro[9,10-g]quinazoline ClC1=NC=2C=C3C(=CC2C(=N1)Cl)C=1C=CC=CC1C=1C=CC=CC13